2-methyl-3,6-dihydroxy-1,4-naphthoquinone CC=1C(C2=CC=C(C=C2C(C1O)=O)O)=O